1-(5-fluoro-6-(1-hydroxycyclobutyl)pyridin-2-yl)-2-isopropyl-6-((1,2,3,4-tetrahydroisoquinolin-6-yl)amino)-1,2-dihydro-3H-pyrazolo[3,4-d]pyrimidin-3-one dihydrochloride Cl.Cl.FC=1C=CC(=NC1C1(CCC1)O)N1N(C(C=2C1=NC(=NC2)NC=2C=C1CCNCC1=CC2)=O)C(C)C